IC1=C(C=CC=C1)[C@@H]([C@H](CC)O)O 1-(2-iodophenyl)-(S,S)-1,2-butanediol